3-amino-4H-benzo[e][1,2]oxazin-4-one NC1=NOC2=C(C1=O)C=CC=C2